BrC=1C=C(C2=C(N=NN2COCC[Si](C)(C)C)C1)CO (6-bromo-3-{[2-(trimethylsilyl)ethoxy]methyl}-1,2,3-benzotriazol-4-yl)methanol